C1(CCCC1)N1C(C(=CC2=C1N=C(N=C2)N2CCC(CC2)NCCC2=CC=CC=C2)C2=CC(=C(C=C2)F)C)=O 8-cyclopentyl-6-(4-fluoro-3-methylphenyl)-2-(4-(phenethylamino)piperidin-1-yl)pyrido[2,3-d]pyrimidin-7-one